1-Iodo-2-(4-(trifluoromethyl)phenoxy)benzene IC1=C(C=CC=C1)OC1=CC=C(C=C1)C(F)(F)F